4-(2-hydroxypropan-2-yl)-N-((5-(imidazo[1,5-a]pyridin-7-yl)-2,3-dihydro-1H-inden-4-yl)carbamoyl)thiophene-2-sulfonamide OC(C)(C)C=1C=C(SC1)S(=O)(=O)NC(NC1=C2CCCC2=CC=C1C1=CC=2N(C=C1)C=NC2)=O